5-(difluoromethyl)-N-(3-{2-[4-(difluoromethyl)-3-fluorophenoxy]acetylamino}bicyclo[1.1.1]pentan-1-yl)pyrazine-2-carboxamide FC(C=1N=CC(=NC1)C(=O)NC12CC(C1)(C2)NC(COC2=CC(=C(C=C2)C(F)F)F)=O)F